bis(trifluoromethanesulfonyl)imide zinc (II) [Zn+2].[N-](S(=O)(=O)C(F)(F)F)S(=O)(=O)C(F)(F)F.[N-](S(=O)(=O)C(F)(F)F)S(=O)(=O)C(F)(F)F